iron oxide iron(II) [Fe+2].[O-2].[Fe]